3-(2-(((8-methoxy-3-(5-methylisoxazol-3-yl)-[1,2,4]triazolo[4,3-b]pyridazin-6-yl)oxy)methyl)-7,8-dihydro-1,6-naphthyridine-6(5H)-yl)propane-1,2-diol COC=1C=2N(N=C(C1)OCC1=NC=3CCN(CC3C=C1)CC(CO)O)C(=NN2)C2=NOC(=C2)C